ClC1=NN=C(C2=CC=CC=C12)NC(=O)[C@H]1N(CCCC1)C (S)-N-(4-chlorophthalazin-1-yl)-1-methylpiperidine-2-carboxamide